N1CCC2(CC1)COC1=C2C=CC=C1 spiro[1-benzofuran-3,4'-piperidin]